(NE)-N-[1-(2-bromothiazol-5-yl)ethylidene]-2-methyl-propane-2-sulfinamide BrC=1SC(=CN1)\C(\C)=N\S(=O)C(C)(C)C